C1(CCCCC1)NCCN N-cyclohexyl-ethylenediamine